NC1=C2C(=NC=N1)N(N=C2C2=C(C=C(C=C2)OC2=CC=CC=C2)F)[C@H]2CN(C[C@@H](C2)O)C(=O)\C(\C#N)=C\C(C)(N2CCN(CC2)C2COC2)C (E)-2-((3R,5R)-3-(4-amino-3-(2-fluoro-4-phenoxyphenyl)-1H-pyrazolo[3,4-d]pyrimidin-1-yl)-5-hydroxypiperidin-1-carbonyl)-4-methyl-4-(4-(oxetan-3-yl)piperazin-1-yl)pent-2-enenitrile